rac-5-(3-((1R,2R)-6,7-difluoro-2-hydroxy-4,4-dimethyl-1,2,3,4-tetrahydronaphthalen-1-yl)ureido)-N-(2-hydroxy-2-methylpropyl)-3-methyl-6-phenylpyridinecarboxamide FC=1C=C2C(C[C@H]([C@@H](C2=CC1F)NC(NC=1C=C(C(=NC1C1=CC=CC=C1)C(=O)NCC(C)(C)O)C)=O)O)(C)C |r|